2-ethyl-2-hydroxy-1-(4-prop-1-en-2-ylphenyl)hexan-1-one C(C)C(C(=O)C1=CC=C(C=C1)C(=C)C)(CCCC)O